(1r,2'S,4S)-4-(3-chloroanilino)-2'-{3-[(3-methyl-1H-indol-4-yl)oxy]propyl}-2',3'-dihydrospiro[cyclohexane-1,1'-indene]-4-carboxylic acid ClC=1C=C(NC2(CCC3([C@H](CC4=CC=CC=C34)CCCOC3=C4C(=CNC4=CC=C3)C)CC2)C(=O)O)C=CC1